tert-butyl (2-((S)-1-((S)-3-((tert-butoxycarbonyl)amino)butoxy)ethyl)pyridin-4-yl)(1-(tert-butyl)-3-((1S,3R)-3-((tert-butyldimethylsilyl)oxy)cyclopentyl)-1H-pyrazol-5-yl)carbamate C(C)(C)(C)OC(=O)N[C@H](CCO[C@@H](C)C1=NC=CC(=C1)N(C(OC(C)(C)C)=O)C1=CC(=NN1C(C)(C)C)[C@@H]1C[C@@H](CC1)O[Si](C)(C)C(C)(C)C)C